[O-]P([O-])(=O)OP(=O)([O-])[O-].[Na+].[Na+].[Na+].[Na+] Tetrasodium Pyrophosphate